ClC1=NN=C(C2=C1C[C@H]1CC[C@@H]2N1C(=O)NC1=C(C=C(C(=C1)Cl)C(F)(F)F)F)Cl (5S,8R)-1,4-dichloro-N-(5-chloro-2-fluoro-4-(trifluoromethyl)phenyl)-6,7,8,9-tetrahydro-5H-5,8-epiminocyclohepta[d]pyridazine-10-carboxamide